C(C(C)N(C(OC1=C(C=C(C2=CC=CC=C12)NS(=O)(=O)C1=CC=C(C=C1)OC)C1=C(C=CC2=CC=CC=C12)O)=O)C)N(C(OC(C)(C)C)=O)C Tert-butyl (2-hydroxy-4'-((4-methoxyphenyl)sulfonamido)-[1,2'-binaphthalen]-1'-yl) propane-1,2-diylbis(methylcarbamate)